benzyl (4-(5-cyano-5,6-dihydropyrrolo[3,4-d][1,2,3]triazol-2(4H)-yl)-3-fluorophenyl)carbamate C(#N)N1CC2=NN(N=C2C1)C1=C(C=C(C=C1)NC(OCC1=CC=CC=C1)=O)F